4-(tert-butyl)-N-(3-fluoro-4-((5-methylpyridin-2-yl)aminoformyl)-5-(2H-tetrazol-5-yl)phenyl)piperidine-1-carboxamide C(C)(C)(C)C1CCN(CC1)C(=O)NC1=CC(=C(C(=C1)C=1N=NNN1)C(=O)NC1=NC=C(C=C1)C)F